BrC=1C=C(C(=NC1)N1C=NC(=C1)Cl)OC 5-bromo-2-(4-chloroimidazol-1-yl)-3-methoxy-pyridine